ClC=1C=C(C=CC1Cl)C1=CC=C(N=N1)NC=1C=C(C(=O)NCC=2OC(=CC2)C)C=CC1 3-{[6-(3,4-dichlorophenyl)pyridazin-3-yl]amino}-N-[(5-methylfuran-2-yl)methyl]benzamide